N-[2-(4-fluorophenyl)benzotriazol-5-yl]tetrahydrofuran-3-carboxamide FC1=CC=C(C=C1)N1N=C2C(=N1)C=CC(=C2)NC(=O)C2COCC2